N-methyl-2-azabicyclo[2.2.1]heptane-2-carboxamide CNC(=O)N1C2CCC(C1)C2